furancarboxylic acid imidazole salt N1C=NC=C1.O1C(=CC=C1)C(=O)O